ClC1=CC(=NC2=CN=CC=C12)C 4-chloro-2-methyl-1,7-naphthyridine